Diphenyl lauryl phosphite P(OC1=CC=CC=C1)(OC1=CC=CC=C1)OCCCCCCCCCCCC